FC=1C(=C(C(=CC1)NC)N)F difluoro-N1-methylbenzene-1,2-diamine